CN1N=CC(=C1)N1N=NNC1=O 4-(1-methyl-1H-pyrazol-4-yl)-1,4-dihydro-5H-tetrazol-5-one